BrC1=CC=2C(=NC=NC2N[C@H](C)C2=C(C(=CC=C2)C(F)F)F)N2C1=NC(=N2)C 4-bromo-6-{[(1R)-1-[3-(difluoromethyl)-2-fluorophenyl]ethyl]amino}-2-methyl-[1,2,4]triazolo[5',1':6,1]pyrido[2,3-d]pyrimidine